6-Chloro-5-styryl-3,3'-bipyridine ClC1=C(C=C(C=N1)C=1C=NC=CC1)C=CC1=CC=CC=C1